S1C2=C(C(=C1)CCNC([SH-]C)=S)C=CC=C2 N-[2-(benzo[b]thiophen-3-yl)ethyl]-S-methyl-dithiocarbamate